CN(CCN(C1=CC=CC(=N1)C1=NC2=CC(=NC=C2C=C1)CNC(C1=CN=CC(=C1)S(=O)(=O)C)=O)C)C N-((2-(6-((2-(dimethylamino)ethyl)(methyl)amino)pyridin-2-yl)-1,6-naphthyridin-7-yl)methyl)-5-(methylsulfonyl)nicotinamide